ClC=1C(=C(C(=CC1)C(F)F)C1=CN=CC(=N1)C(=O)NC=1C=NN(C1)[C@H](C)C=1C(=NC(=NC1)N1C([C@@H]2C[C@@H]2C1)=O)C)F 6-(3-Chloro-6-(difluoromethyl)-2-fluorophenyl)-N-(1-((R)-1-(4-methyl-2-((1R,5S)-2-oxo-3-azabicyclo[3.1.0]-hexan-3-yl)pyrimidin-5-yl)ethyl)-1H-pyrazol-4-yl)pyrazine-2-carboxamide